COC=1C=C(C=CC1C=1CCNCC1)NC(=O)C=1SC(=CC1)C=1CCNCC1 N-(3-methoxy-4-(1,2,3,6-tetrahydropyridin-4-yl)phenyl)-5-(1,2,3,6-tetrahydropyridin-4-yl)thiophene-2-carboxamide